C1(=CC=CC=C1)C(=O)C(C(C)C)O hydroxyisobutyl phenyl ketone